P(=O)(O)(OP(=O)(O)O)OC1[C@H](O)[C@@H](O)[C@@H](O1)[C@H](O)CO diphospho-D-galactofuranose